3-aminopropyl-vinylether NCCCOC=C